1-(2'-Ureidoethyl)amino-4-nitrobenzol N(C(=O)N)CCNC1=CC=C(C=C1)[N+](=O)[O-]